N-(1-(2,6-dichloropyridin-3-yl)-3-hydroxypropyl)-2-methylpropane-2-sulfinamide ClC1=NC(=CC=C1C(CCO)NS(=O)C(C)(C)C)Cl